8-amino-1,2,3,4-tetrahydronaphthol NC=1C=CC=C2CCCC(C12)O